C[Si]1(OC(C(C1)C1=CC=CC=C1)=O)C 2,2-dimethyl-4-phenyl-1-oxa-2-silacyclopentane-5-one